butyl 4-(((1-((6-chloropyridin-3-yl)((2-(trimethylsilyl)ethoxy)methyl)amino)isoquinolin-6-yl)oxy)methyl)piperidine-1-carboxylate ClC1=CC=C(C=N1)N(C1=NC=CC2=CC(=CC=C12)OCC1CCN(CC1)C(=O)OCCCC)COCC[Si](C)(C)C